4-((7S)-8-((5-(methoxyl-d3)-7-methyl-1H-indol-4-yl)methyl)-1-oxa-8-azaspiro[4.5]dec-7-yl)benzoic acid O(C([2H])([2H])[2H])C=1C(=C2C=CNC2=C(C1)C)CN1[C@@H](CC2(CCCO2)CC1)C1=CC=C(C(=O)O)C=C1